N-(2-chloro-4-nitrophenyl)-2-hydroxy-5-chlorobenzamide ClC1=C(C=CC(=C1)[N+](=O)[O-])NC(C1=C(C=CC(=C1)Cl)O)=O